C(#N)C1(CC1)NC(=O)N1C2C=C(CC1CC2)C2=NC(=NC=C2)NC=2C=NN(C2)C N-(1-cyanocyclopropyl)-3-(2-((1-methyl-1H-pyrazol-4-yl)amino)pyrimidin-4-yl)-8-azabicyclo[3.2.1]oct-2-ene-8-carboxamide